FC1CC(N(C1)C(CC=1OC=CN1)=O)C(=O)NC(C1=CC=CC=C1)C1=C(C=C(C=C1)C(C)C)C 4-fluoro-N-{[2-methyl-4-(propan-2-yl)phenyl](phenyl)methyl}-1-[2-(1,3-oxazol-2-yl)acetyl]pyrrolidine-2-carboxamide